NC=1C(NC2=C3C=CC=NC3=C(C=C2C1C1=C2C=NNC2=C(C(=C1)F)F)C)=O 3-amino-4-(6,7-difluoro-1H-indazol-4-yl)-6-methyl-1H-1,7-phenanthroline-2-one